AnthraQuinonyl Sulphide C1(=CC=CC=2C(C3=CC=CC=C3C(C12)=O)=O)SC1=CC=CC=2C(C3=CC=CC=C3C(C12)=O)=O